tert-Butyl (2-(2-(6-(2-ethyl-5-fluoro-4-hydroxyphenyl)-1H-indazol-3-yl)-1,4,6,7-tetrahydro-5H-imidazo[4,5-c]pyridin-5-yl)ethyl)carbamate C(C)C1=C(C=C(C(=C1)O)F)C1=CC=C2C(=NNC2=C1)C=1NC2=C(CN(CC2)CCNC(OC(C)(C)C)=O)N1